C1(CC1)C=1N=NN(C1)C=1C(=NC=CN1)C(C)NC(C1=CC(=CC(=C1)C(F)(F)F)C(F)(F)F)=O N-[1-[3-(4-cyclopropyltriazol-1-yl)pyrazin-2-yl]ethyl]-3,5-bis(trifluoromethyl)benzamide